[La].[Ce].[Rh] rhodium-cerium-lanthanum